NC=1C2=C(N=CN1)N(C=C2Br)[C@H]2[C@@H]([C@@H]([C@H](C2)CNCCCNCCC2=CC=C(C=C2)C(F)(F)F)O)O (1R,2S,3R,5R)-3-(4-amino-5-bromo-7H-pyrrolo[2,3-d]pyrimidin-7-yl)-5-(((3-((4-(trifluoromethyl)phenethyl)amino)propyl)amino)methyl)cyclopentane-1,2-diol